BrC=1N=COC1C 4-Bromo-5-methyloxazol